C[C@@H]1CC2(OCCO2)CCC1=O |r| (+/-)-7-methyl-1,4-dioxaspiro[4.5]decan-8-one